NCC1=CC=C(C=C1)NC1=NC=C(C=N1)N1CCC(CC1)C(F)(F)F N-(4-(aminomethyl)phenyl)-5-(4-(trifluoromethyl)piperidin-1-yl)pyrimidin-2-amine